7-((4-(2-methyl-6-(methylcarbamoyl)pyridin-3-yl)piperazin-1-yl)methyl)-6-methylpyrazolo[1,5-a]quinoxalin-4(5H)-one CC1=NC(=CC=C1N1CCN(CC1)CC=1C(=C2NC(C=3N(C2=CC1)N=CC3)=O)C)C(NC)=O